N[S@@](=NC(CC=1C(=C2COCC2=CC1C(C)C)C(C)C)=O)(=O)C1=CN=C(S1)C(C)(C)O (S)-N-(amino(2-(2-hydroxypropan-2-yl)thiazol-5-yl)(oxo)-λ6-sulfaneylidene)-2-(4,6-diisopropyl-1,3-dihydroisobenzofuran-5-yl)acetamide